4-((2,5-dioxo-2,5-dihydro-1H-pyrrol-1-yl)methyl)-N-(4-(5-((3aS,6aR)-2-oxohexa-hydro-1H-thieno[3,4-d]imidazol-4-yl)pentanamido)butyl)cyclohexanecarboxamide O=C1N(C(C=C1)=O)CC1CCC(CC1)C(=O)NCCCCNC(CCCCC1SC[C@@H]2NC(N[C@@H]21)=O)=O